3-(7-(3-(Aminomethyl)cyclopent-1-en-1-yl)-1-oxoisoindolin-2-yl)piperidine-2,6-dione NCC1C=C(CC1)C=1C=CC=C2CN(C(C12)=O)C1C(NC(CC1)=O)=O